2,3-dihydroxy-9,10-dimethoxy-5,6-dihydroisoquinolino[3,2-a]isoquinolin-7-ium OC=1C(=CC=2CC[N+]3=C(C2C1)C=C1C=CC(=C(C1=C3)OC)OC)O